N-(1-((1-methyl-1H-imidazol-4-yl)sulfonyl)piperidin-4-yl)-4-(thiazol-2-yl)-5-(trifluoro-methyl)pyrimidin-2-amine CN1C=NC(=C1)S(=O)(=O)N1CCC(CC1)NC1=NC=C(C(=N1)C=1SC=CN1)C(F)(F)F